C1(CC1)C=1C=C(C=2N(C1)C=C(N2)CN2N=NC(=C2)C(NCC2=C(C(=CC=C2N2N=NN=C2)OC)F)=O)CCC(=O)OCC ethyl 3-(6-cyclopropyl-2-((4-((2-fluoro-3-methoxy-6-(1H-tetrazol-1-yl)benzyl)carbamoyl)-1H-1,2,3-triazol-1-yl)methyl)imidazo[1,2-a]pyridin-8-yl)propanoate